[Si](C)(C)(C(C)(C)C)OCC1=CC(=C(O[C@H]2[C@@H]([C@H]([C@@H]([C@H](O2)C(=O)OCC=C)OC(=O)OCC=C)OC(=O)OCC=C)OC(=O)OCC=C)C=C1)[N+](=O)[O-] prop-2-en-1-yl (2S,3S,4S,5R,6S)-6-(4-{[(tert-butyldimethylsilyl)oxy]methyl}-2-nitrophenoxy)-3,4,5-tris({[(prop-2-en-1-yloxy)carbonyl]oxy})oxane-2-carboxylate